O1[C@@H](COCC1)C[C@@H]1C2=C(C(NC1)=O)C(=C(N2)C2=NC(=NC=C2)SC)NC2=C(C(=CC=C2)F)OC (7S)-7-[(2R)-1,4-dioxan-2-ylmethyl]-3-[(3-fluoro-2-methoxyphenyl)amino]-2-[2-(methylsulfanyl)pyrimidin-4-yl]-1H,5H,6H,7H-pyrrolo[3,2-c]pyridin-4-one